3-[4-[4-[[4-[[1-[6-[5-(1-methylcyclopropoxy)-2H-indazol-3-yl]pyrimidin-4-yl]-4-piperidyl]methyl]piperazin-1-yl]methyl]-1-piperidyl]-1-oxo-isoindolin-2-yl]piperidine-2,6-dione CC1(CC1)OC1=CC2=C(NN=C2C=C1)C1=CC(=NC=N1)N1CCC(CC1)CN1CCN(CC1)CC1CCN(CC1)C1=C2CN(C(C2=CC=C1)=O)C1C(NC(CC1)=O)=O